heptamethyl-heptavinyl-heptasiloxane C[SiH2]O[Si](O[Si](O[Si](O[Si](O[Si](O[Si](C=C)(C=C)C=C)(C=C)C=C)(C=C)C=C)(C)C)(C)C)(C)C